3-fluorooxathiepane 2,2-dioxide FC1S(OCCCC1)(=O)=O